N-(3,4-Dichlorophenyl)-1-(methylsulfonyl)-N-(3-{4-[4-(methylsulfonyl)benzyl]-1-piperidinyl}propyl)-4-piperidinecarboxamide hydrochloride Cl.ClC=1C=C(C=CC1Cl)N(C(=O)C1CCN(CC1)S(=O)(=O)C)CCCN1CCC(CC1)CC1=CC=C(C=C1)S(=O)(=O)C